2,5,6,8-tetrahydro-3H-[1,2,4]triazolo[3,4-c][1,4]oxazin-3-one N=1NC(N2C1COCC2)=O